C(C)OC(=O)C=1N=CN(C1)C(C)C1=C(C=C(C=C1)C)C 1-(1-(2,4-dimethylphenyl)ethyl)-1H-imidazole-4-carboxylic acid ethyl ester